N,N-dimethyl-5-((4-morpholino-6-(pyridin-2-yl)furo[3,2-d]pyrimidin-2-yl)amino)-3-(pyridin-4-yl)-1H-pyrazole-1-sulfonamide CN(S(=O)(=O)N1N=C(C=C1NC=1N=C(C2=C(N1)C=C(O2)C2=NC=CC=C2)N2CCOCC2)C2=CC=NC=C2)C